(1S,2S,3S)-3-((1-(2-hydroxy-4-(trifluoromethyl)phenyl)pyrido[3,4-d]pyridazin-4-yl)amino)cyclohexane OC1=C(C=CC(=C1)C(F)(F)F)C1=C2C(=C(N=N1)NC1CCCCC1)C=NC=C2